C(C)OC(=O)C1=NN2C(C(N(CC2)CC2=CC=C(C=C2)OC)=O)=C1Cl 3-chloro-5-(4-methoxybenzyl)-4-oxo-4,5,6,7-tetrahydropyrazolo[1,5-a]pyrazine-2-carboxylic acid ethyl ester